6-(triethoxysilylpropylamino)-1,3,5-triazine-2,4-dithiol monosodium salt [Na].C(C)O[Si](OCC)(OCC)CCCNC1=NC(=NC(=N1)S)S